ClC1=C(C=C(C=C1)CC(=O)O)C(F)(F)F 2-(4-chloro-3-(trifluoromethyl)phenyl)acetic acid